[Mo]=S.[W].[Se].[Te] tellurium-selenium-tungsten-molybdenum sulfide